Dopamine HCl Cl.NCCC1=CC(O)=C(O)C=C1